2-((S)-1-(4-(6-((3-fluoroquinolin-8-yl)methoxy)pyridin-2-yl)piperidin-1-yl)ethyl)-1-(((S)-oxetan-2-yl)methyl)-1H-benzo[d]imidazole-6-carboxylate FC=1C=NC2=C(C=CC=C2C1)COC1=CC=CC(=N1)C1CCN(CC1)[C@@H](C)C1=NC2=C(N1C[C@H]1OCC1)C=C(C=C2)C(=O)[O-]